N-(4-aminopyridin-2-yl)-N-(4-fluorophenyl)butyramide NC1=CC(=NC=C1)N(C(CCC)=O)C1=CC=C(C=C1)F